C(C)CNC(=S)C1=C(C=CC(=C1)S)S 1-ethylmethylthiocarbamoyl-2,5-dimercaptobenzene